1-[3-[4-[(5-Cyclopropyl-1H-pyrazol-3-yl)amino]pyrimidin-2-yl]-3-azabicyclo[3.1.1]heptan-1-yl]ethanone C1(CC1)C1=CC(=NN1)NC1=NC(=NC=C1)N1CC2(CC(C1)C2)C(C)=O